4-((2,5-dimethyl-4,5-dihydro-[1,2,4]triazolo[1,5-a]quinoxalin-6-yl)amino)-6-(3,3-dimethylureido)-N-(methyl-d3)pyridazine-3-carboxamide Copper [Cu].CC1=NN2C(CN(C3=C(C=CC=C23)NC2=C(N=NC(=C2)NC(=O)N(C)C)C(=O)NC([2H])([2H])[2H])C)=N1